OC(C=O)CCC 2-hydroxyvaleraldehyde